C(C)(=O)ON(CCN(OC(C)=O)OC(C)=O)OC(C)=O.[Ba].[Na].[Na] disodium barium ethylenediamine tetraacetate